Trisaminononan NC(CCCCCCCC)(N)N